4-chromone O1C=CC(C2=CC=CC=C12)=O